[3-(1-acetylazepan-4-yl)-5'-fluoro-1'-methyl-[4,6'-biindazol]-1-yl]acetic acid C(C)(=O)N1CCC(CCC1)C1=NN(C=2C=CC=C(C12)C1=C(C=C2C=NN(C2=C1)C)F)CC(=O)O